Cl.NC=1C=CC2=C(C=C(O2)C(=O)N[C@H](C(=O)N2[C@@H](C[C@H](C2)O)C(=O)N[C@@H](C)C2=CC=C(C=C2)C2=C(N=CS2)C)C(C)(C)C)C1 (2S,4R)-1-{(2S)-2-[(5-amino-1-benzofuran-2-carbonyl)amino]-3,3-dimethylbutyryl}-4-hydroxy-N-{(1S)-1-[4-(4-methyl-1,3-thiazol-5-yl)phenyl]ethyl}pyrrolidine-2-carboxamide hydrochloride